(3R,4S)-N-(2-Methyl-1-oxo-1,2-dihydroisoquinolin-5-yl)-4-phenylpyrrolidine-3-carboxamide hydrochloride Cl.CN1C(C2=CC=CC(=C2C=C1)NC(=O)[C@H]1CNC[C@@H]1C1=CC=CC=C1)=O